C(C)(C)(C)OC(=O)N1[C@H](C[C@@H](C1)N1C=C(C=2C(=NC=CC21)N)C#CC2=CC1=C(N(C=N1)C)C=C2)COC (2R,4S)-4-(4-amino-3-((1-methyl-1H-benzo[d]imidazol-5-yl)ethynyl)-1H-pyrrolo[3,2-c]pyridin-1-yl)-2-(methoxymethyl)pyrrolidine-1-carboxylic acid tert-butyl ester